[Fe+2].NCC(=O)[O-].NCC(=O)[O-] BIS-GLYCINATE IRON